(3S)-1-(5-tert-butyl-3-{[2-(isothiocyanatomethyl)phenyl]methyl}-3H-[1,2,3]triazolo[4,5-d]pyrimidin-7-yl)pyrrolidin-3-ol C(C)(C)(C)C=1N=C(C2=C(N1)N(N=N2)CC2=C(C=CC=C2)CN=C=S)N2C[C@H](CC2)O